C1(=CC=CC=C1)C1=C(C(=C(C=C1)C1=CC=CC=C1)C1=C(C=CC=2[Se]C3=C(C21)C=CC=C3)C3=CC=CC=C3)C3=NN=NC(=C3C3=C(C=CC=C3)C3=CC=CC=C3)C3=CC=CC=C3 phenyl-[Phenyl(biphenylyl)triazinyl](phenyldibenzoselenophenyl)biphenyl